[Ge]=O.[Al].[Li] lithium aluminum germanium oxide